C(C)N1CCC(CC1)C(=O)NNC(=O)C12CNCC2(C1)C(F)(F)F N'-(1-ethylpiperidine-4-carbonyl)-5-(trifluoromethyl)-3-azabicyclo[3.1.0]hexane-1-Carbohydrazide